FC(C=1C=C(C=CC1)C1(CC1)C=1NC(C=2CNCCCC2N1)=O)(F)F 2-(1-(3-(trifluoromethyl)phenyl)cyclopropyl)-3,5,6,7,8,9-hexahydro-4H-pyrimido[5,4-c]azepin-4-one